N-benzyl-2,4-dihydroxy-5-isopropylbenzamide C(C1=CC=CC=C1)NC(C1=C(C=C(C(=C1)C(C)C)O)O)=O